FC=1C=C(C=CC1OC1=CC=NC2=CC=C(N=C12)OC)NC(=O)C1=NNC(=C(C1=O)C1=C(C=C(C=C1)F)C)C N-[3-fluoro-4-[(6-methoxy-1,5-naphthyridin-4-yl)oxy]phenyl]-5-(4-fluoro-2-methylphenyl)-6-methyl-4-oxo-1H-pyridazine-3-carboxamide